COCC1=NC=CC(=N1)C=O 2-(METHOXYMETHYL)PYRIMIDINE-4-CARBALDEHYDE